C(=O)(O)C1=CC=C(C=C1)C(C=1NC=CC1)C=1NC=CC1 2,2'-((4-carboxyphenyl)methylene)bis(1H-pyrrole)